FC1=NC(=CC(=C1)NC=1SC(=C(N1)C(=O)NC1CC12CC2)C)F 2-[(2,6-difluoro-4-pyridinyl)amino]-5-methyl-N-spiro[2.2]pentan-2-yl-thiazole-4-carboxamide